(R or S)-7-(4-(5-methyl-1,3,4-oxadiazol-2-yl)phenyl)-2-(1,1,1-trifluoro-3-hydroxy-3-methylbutan-2-yl)isoindolin-1-one CC1=NN=C(O1)C1=CC=C(C=C1)C=1C=CC=C2CN(C(C12)=O)[C@@H](C(F)(F)F)C(C)(C)O |o1:22|